FC=1C=CC(=C(C1)C(C#N)O[Si](C)(C)C)OC 2-(5-fluoro-2-methoxyphenyl)-2-[(trimethylsilyl)oxy]acetonitrile